C(C1=CC=CC=C1)O[C@H]1C[C@H](C1)O[Si](C)(C)C(C)(C)C (Cis-3-(benzyloxy)cyclobutoxy)(tert-butyl)dimethylsilane